NC1=C(C(=NN1C1CC(C1)(C)O)C1=CC=C2C=C(C(=NC2=C1F)C1=C(C=CC=C1)F)F)C#N 5-amino-3-(3,8-difluoro-2-(2-fluorophenyl)quinolin-7-yl)-1-((1s,3s)-3-hydroxy-3-methylcyclobutyl)-1H-pyrazole-4-carbonitrile